(5R)-6-[(6-cyano-5-methylsulfinylpyridin-3-yl)amino]-5-hydroxy-5-methyl-6-oxo-hexanoic acid ethyl ester C(C)OC(CCC[C@@](C(=O)NC=1C=NC(=C(C1)S(=O)C)C#N)(C)O)=O